FC1=CC2=C(C(CN(CC2)S(=O)(=O)C)N)C=C1F 7,8-difluoro-3-(methylsulfonyl)-2,3,4,5-tetrahydro-1H-benzo[d]azepin-1-amine